NCCCCCNC(=O)C=1OC=C(C1)C#CCN N-(5-aminopentyl)-4-(3-aminoprop-1-yn-1-yl)furan-2-carboxamide